COC[C@@]1(CN(CC1)CC=1C=NC=CC1)CCC=1SC=CC1 (S)-3-((3-(methoxymethyl)-3-(2-(thiophen-2-yl)ethyl)pyrrolidin-1-yl)methyl)pyridine